C(C)(C)(C)OC(=O)N1CC(C1)NC1=NC=CC2=CC(=CC=C12)OCCC(=O)O 3-((1-((1-(tert-butoxycarbonyl)azetidin-3-yl)amino)isoquinolin-6-yl)oxy)propionic acid